3-(1-(3-(2,4-Dioxotetrahydropyrimidin-1(2H)-yl)-4-methoxybenzoyl)piperidin-4-yl)propanoic acid O=C1N(CCC(N1)=O)C=1C=C(C(=O)N2CCC(CC2)CCC(=O)O)C=CC1OC